C(C)(C)(C)OC(=O)N1C(C(NCC1)CCOC1=C(C=C(C=C1)N1C2(CCC2)C(N(C1=S)C=1C=NC(=C(C1)C(F)(F)F)C#N)=O)CC)(C)C (2-(4-(7-(6-cyano-5-(trifluoromethyl)pyridin-3-yl)-8-oxo-6-thioxo-5,7-diazaspiro[3.4]oct-5-yl)-2-ethylphenoxy)ethyl)-2,2-dimethylpiperazine-1-carboxylic acid tert-butyl ester